hydroxybenzenedibutyric acid OC1=C(C(=CC=C1)CCCC(=O)O)CCCC(=O)O